C1=CC=CC=2OC3=CC=CC=C3N(C12)C1=CC=C(C(=O)C2=CC(=CC=C2)C(C2=CC=C(C=C2)N2C3=CC=CC=C3OC=3C=CC=CC23)=O)C=C1 1,3-bis[4-(10H-phenoxazin-10-yl)benzoyl]benzene